methyl 5-benzoyl-4-(3,6-difluoro-2-methylphenyl)-1H-pyrrole-3-carboxylate C(C1=CC=CC=C1)(=O)C1=C(C(=CN1)C(=O)OC)C1=C(C(=CC=C1F)F)C